OC1(CN(CCC1)C(=O)NC)C 3-hydroxy-N,3-dimethyl-piperidine-1-carboxamide